ClC1=CC=C(C(=N1)C=1C=CC2=C(C=NOB2O)C1C)N[C@@H](C)C=1C=C(C=C2C(C(=C(OC12)C(C)C)C)=O)C (S)-8-(1-((6-chloro-2-(1-hydroxy-5-methyl-1H-benzo[d][1,2,6]oxazaborinin-6-yl)pyridin-3-yl)amino)ethyl)-2-isopropyl-3,6-dimethyl-4H-chromen-4-one